(3R,4r,5S)-3,5-dimethylpiperidin-4-yl benzoate C(C1=CC=CC=C1)(=O)OC1[C@@H](CNC[C@@H]1C)C